FC(C(=O)O)(F)F.OCC1=CC=C(C=C1)OC(C1=CC=C(C=C1)CN)=O 4-(aminomethyl)benzoic acid [4-(hydroxymethyl) phenyl]Ester trifluoroacetate